tert-butyl (S)-(3-oxocyclopentyl)carbamate O=C1C[C@H](CC1)NC(OC(C)(C)C)=O